7-Bromo-2-[[tert-butyl(dimethyl)silyl]oxymethyl]-4-methyl-2,3-dihydro-1H-inden-5-ol Sodium [Na].BrC=1C=C(C(=C2CC(CC12)CO[Si](C)(C)C(C)(C)C)C)O